4-chloro-5-[4-(2,6-dichloro-benzenesulfonyl)-piperazin-1-yl]-benzofuran-2-carboxylic acid ClC1=C(C=CC2=C1C=C(O2)C(=O)O)N2CCN(CC2)S(=O)(=O)C2=C(C=CC=C2Cl)Cl